BrC=1C=CC(=C(N(C)C)C1)C#C 5-bromo-2-ethynyl-N,N-dimethylaniline